(S)-4-(6,7-dichloro-1-(2,4-diisopropylpyridin-3-yl)-2-oxo-1,2-dihydropyrido[2,3-d]pyrimidin-4-yl)-3-methylpiperazine-1-carboxylic acid tert-butyl ester C(C)(C)(C)OC(=O)N1C[C@@H](N(CC1)C=1C2=C(N(C(N1)=O)C=1C(=NC=CC1C(C)C)C(C)C)N=C(C(=C2)Cl)Cl)C